C(OC(CCCCCCCC)CN1C(CCC2=CC=C(C=C12)CCN1CCN(CC1)C1=CC(=CC2=C1C=CS2)F)=O)([O-])=O (7-(2-(4-(6-fluorobenzothiophen-4-yl)piperazin-1-yl)ethyl)-2-oxo-3,4-dihydroquinoline-1(2H)-yl)methylnonyl carbonate